1-methyl-6-phenyl-1,2-dihydro-3H-benzo[e]Indole-3-carboxylic acid tert-butyl ester C(C)(C)(C)OC(=O)N1CC(C=2C3=C(C=CC12)C(=CC=C3)C3=CC=CC=C3)C